(S)-2-((tert-butyloxycarbonyl)amino)-2-(1-methylcyclohexyl)acetic acid C(C)(C)(C)OC(=O)N[C@H](C(=O)O)C1(CCCCC1)C